CN(C1CCN(CC1)C1=C(C=C(C=C1)NC=1N=C(C2=C(N1)SC=C2C)NC2=C(C=CC=C2)P(C)C)OC)C (2-((2-((4-(4-(dimethylamino)piperidin-1-yl)-3-methoxyphenyl)amino)-5-methylthieno[2,3-d]pyrimidine-4-yl)amino)phenyl)dimethylphosphine